Benzyl (S)-2-((tert-butoxycarbonyl)amino)-3-(4-iodophenyl)propanoate C(C)(C)(C)OC(=O)N[C@H](C(=O)OCC1=CC=CC=C1)CC1=CC=C(C=C1)I